(1S,3S,5S)-N-(2-(4-carbamimidoylthiophen-2-yl)ethyl)-5-methyl-2-((4-phenoxy-benzoyl)glycyl)-2-azabicyclo[3.1.0]hexane-3-carboxamide C(N)(=N)C=1C=C(SC1)CCNC(=O)[C@H]1N([C@H]2C[C@]2(C1)C)C(CNC(C1=CC=C(C=C1)OC1=CC=CC=C1)=O)=O